(2R,3R,4S,5R,6S)-5-(benzo[d][1,3]dioxol-5-ylmethoxy)-2-(hydroxymethyl)-4-(4-(3,4,5-trifluorophenyl)-1H-1,2,3-triazol-1-yl)-1,7-dioxaspiro[5.5]undecane-3-ol O1COC2=C1C=CC(=C2)CO[C@@H]2[C@H]([C@H]([C@H](O[C@]21OCCCC1)CO)O)N1N=NC(=C1)C1=CC(=C(C(=C1)F)F)F